C(CCC\C=C/CCCCCC)(=O)OCCCC\C=C/CCCCCC (Z)-5-Dodecenyl (Z)-5-dodecenoate